FC1=CC(=CC2=CC=3CC(CCC3N=C12)(C(C)C)F)C(=O)N 4,7-difluoro-7-isopropyl-5,6,7,8-tetrahydroacridine-2-carboxamide